ClC1=C(C=CC(=C1)CC(CN1CC2(CS(C2)(=O)=O)CC1)C)C1CCC(CC1)=O 4-(2-chloro-4-(3-(2,2-dioxido-2-thia-6-azaspiro[3.4]octan-6-yl)-2-methylpropyl)phenyl)cyclohexanone